FC1=CC(=C(C=C1)CCC(=O)N1CCN(CC1)C1=NC=C(C=C1)O)C 3-(4-Fluoro-2-methylphenyl)-1-[4-(5-hydroxypyridin-2-yl)-piperazin-1-yl]-propan-1-one